5-(4-amino-6-(4-methacrylamido-phenyl)-7-methyl-7H-pyrrolo[2,3-d]pyrimidin-5-yl)-1H-indole-2-carboxylic acid NC=1C2=C(N=CN1)N(C(=C2C=2C=C1C=C(NC1=CC2)C(=O)O)C2=CC=C(C=C2)NC(C(=C)C)=O)C